N-((R)-1-(5-(8-(but-3-en-1-yloxy)-[1,2,4]triazolo[1,5-a]pyrazin-6-yl)-6-methylpyridin-3-yl)ethyl)-N-ethyl-2-methylpropan-2-sulfinamide C(CC=C)OC=1C=2N(C=C(N1)C=1C=C(C=NC1C)[C@@H](C)N(S(=O)C(C)(C)C)CC)N=CN2